N-(1-methyl-2-(((4-(trifluoromethoxy)phenyl)amino)methyl)-1H-indol-5-yl)benzamide CN1C(=CC2=CC(=CC=C12)NC(C1=CC=CC=C1)=O)CNC1=CC=C(C=C1)OC(F)(F)F